3-((4-methoxybenzyl)thio)-5-methylimidazo[1,2-b]pyridazin-6(5H)-one COC1=CC=C(CSC2=CN=C3N2N(C(C=C3)=O)C)C=C1